O1CCCC2=CC=C(C=C12)OC1=CC=CC(=N1)N1C(N[C@@](C1=O)(C)CC)=O |r| (SR)-3-(6-chroman-7-yloxy-2-pyridyl)-5-ethyl-5-methylimidazolidine-2,4-dione